Br.N1CCC2=CC(=CC=C12)[C@@H](C)NC(C1=C(C=C(C=C1)Cl)F)=O (R)-N-(1-(2,3-dihydro-1H-indol-5-yl)ethyl)-4-chloro-2-fluorobenzamide hydrobromide